2-Chloro-6-(1H-imidazol-1-yl)-4-(2-methoxyethoxy)pyridine ClC1=NC(=CC(=C1)OCCOC)N1C=NC=C1